N-((1'S,2'R,3'S)-4''-bromo-2'-formyl-5'-phenyl-3',4'-dihydro-[1,1':3',1''-terphenyl]-1'(2'H)-yl)-4-methylbenzenesulfonamide BrC1=CC=C(C=C1)[C@@H]1[C@H]([C@@](C=C(C1)C1=CC=CC=C1)(C1=CC=CC=C1)NS(=O)(=O)C1=CC=C(C=C1)C)C=O